CC(=CC(=O)[O-])C=CC=C(C=CC1=C(CCCC1(C)C)C)C 3,7-dimethyl-9-(2,6,6-trimethyl-1-cyclohexenyl)-2,4,6,8-nonatetraenoate